3-((2S)-3-(8-(2-fluoro-5-methylphenylsulfonyl)-1-oxa-8-azaspiro[4.5]decan-3-ylamino)-2-hydroxypropoxy)-N-methylbenzenesulfonamide FC1=C(C=C(C=C1)C)S(=O)(=O)N1CCC2(CC(CO2)NC[C@@H](COC=2C=C(C=CC2)S(=O)(=O)NC)O)CC1